ClC=1C=NC(=NC1)N1CCC(CC1)CCCOC1=CC=C(C=N1)CC(=O)O 2-(6-(3-(1-(5-chloropyrimidin-2-yl)piperidin-4-yl)propoxy)pyridin-3-yl)acetic acid